C(CCC)OC(\C(\C)=C\C(=O)O)=O mesaconic acid monobutyl ester